BrC=1C(=CC2=C(N(C([C@H](CS2(=O)=O)NC(OC(C)(C)C)=O)=O)CC2=CC=C(C=C2)C2=CC=C(C=C2)OC)C1)F tert-butyl N-[(3R)-7-bromo-8-fluoro-5-[[4-(4-methoxyphenyl)phenyl]methyl]-1,1,4-trioxo-2,3-dihydro-1λ6,5-benzothiazepin-3-yl]carbamate